ClC=1C(=C(C(=CC1)S(=O)(=O)C)C1=CN=C(C(=N1)C(=O)O)C)F 6-(3-Chloro-2-fluoro-6-(methylsulfonyl)phenyl)-3-methylpyrazine-2-carboxylic acid